BrC=1C(=C2C=CC[C@@]3(C2=CC1)N=C1N(C=C(C=C1OC(F)F)C(F)(F)F)C3)F (S)-6'-bromo-8-(difluoromethoxy)-5'-fluoro-6-(trifluoromethyl)-2'H,3H-spiro[imidazo[1,2-a]pyridine-2,1'-naphthalen]